2,4-dimethyl-1,4-dimethyl-triazin-6-carbonitrile CN1N(C(=CC(N1)(C)C)C#N)C